6-Hydroxy-5-(3-methyl-1H-indol-1-yl)-2-naphthonitrile OC=1C(=C2C=CC(=CC2=CC1)C#N)N1C=C(C2=CC=CC=C12)C